FC=1C=C(C=CC1)C=1N=NN(C1)[C@@H]1[C@H]([C@@H](O[C@@H]([C@@H]1O)CO)C(=O)O)OC (2R,3R,4S,5R,6R)-4-(4-(3-fluorophenyl)-1H-1,2,3-triazol-1-yl)-5-hydroxy-6-(hydroxymethyl)-3-methoxytetrahydro-2H-pyran-2-carboxylic acid